6-(3-cyano-4-((R)-3-methoxypyrrolidin-1-yl)phenyl)-4-oxo-1-(2-(Tetrahydro-1H-furo[3,4-c]pyrrol-5(3H)-yl)benzo[d]oxazol-6-yl)-1,4-dihydropyridine-3-carboxylic acid ethyl ester C(C)OC(=O)C1=CN(C(=CC1=O)C1=CC(=C(C=C1)N1C[C@@H](CC1)OC)C#N)C1=CC2=C(N=C(O2)N2CC3C(C2)COC3)C=C1